2-phenyl-5h-carbazole C1(=CC=CC=C1)C1=CC2=NC3=CC=CCC3=C2C=C1